FC1=C(C=CC(=C1)F)C1(CC1)C(=O)NC=1C=CC(=C(C(=O)OC)C1)C=1C=NC(=CC1)C(CC)(F)F Methyl 5-({[1-(2,4-difluorophenyl) cyclopropyl] carbonyl} amino)-2-[6-(1,1-difluoropropyl) pyridin-3-yl]benzoate